4-fluoro-N-(1-(5-((S)-tetrahydro-2H-pyran-2-carbonyl)-5,6,7,8-tetrahydro-1,5-naphthyridin-2-yl)ethyl)benzamide FC1=CC=C(C(=O)NC(C)C2=NC=3CCCN(C3C=C2)C(=O)[C@H]2OCCCC2)C=C1